N=1CCCN2C=NC=3C=CC(=CC3C21)OC2=C(C#N)C(=CC=C2F)F 2-((3,4-dihydro-2H-pyrimido[1,2-c]quinazolin-10-yl)oxy)-3,6-difluorobenzonitrile